6-((2R,4S,5R)-4-hydroxy-5-(hydroxymethyl)tetrahydrofuran-2-yl)-3-(2-oxoheptyl)-1,8a-dihydroimidazo[1,2-c]pyrimidin-5(6H)-one O[C@H]1C[C@@H](O[C@@H]1CO)N1C(N2C(C=C1)NC=C2CC(CCCCC)=O)=O